S1C(=NC2=C1C=CC=C2)C2=C(C=CC(=C2)[N+](=O)[O-])O 2-(2-benzothiazolyl)-4-nitrophenol